Diselenium dichloride Cl[Se][Se]Cl